C(C)(C)OC1=CC=C(CNC=2C=CC=C3C(=CC=NC23)C2=CN=CS2)C=C1 N-(4-isopropoxybenzyl)-4-(thiazol-5-yl)quinolin-8-amine